Tert-butyl 4-(7-(2,7-dimethyl-2H-indazol-5-yl)-5-fluoro-4-oxoquinazolin-3(4H)-yl)piperidine-1-carboxylate CN1N=C2C(=CC(=CC2=C1)C1=CC(=C2C(N(C=NC2=C1)C1CCN(CC1)C(=O)OC(C)(C)C)=O)F)C